ClC1=C(C(=O)N2COC3=C(C2)C=CC=C3C3=CC(=C(C(=O)O)C=C3F)N3CCOCC3)C(=CC(=C1)N1CC(N(CC1)C)COC)Cl 4-[3-[2,6-Dichloro-4-[3-(methoxymethyl)-4-methylpiperazin-1-yl]benzoyl]-2,4-dihydro-1,3-benzoxazin-8-yl]-5-fluoro-2-morpholin-4-ylbenzoic acid